C(N)(=O)C1=NOC(=N1)NC(OC(C)(C)C)=O tert-butyl (3-carbamoyl-1,2,4-oxadiazol-5-yl)carbamate